1-(3-fluoro-5-(1-(4-fluorophenyl)-1H-pyrazol-4-yl)phenyl)-N-methyl-methylamine trifluoroacetate FC(C(=O)O)(F)F.FC=1C=C(C=C(C1)C=1C=NN(C1)C1=CC=C(C=C1)F)CNC